FC1=C(C=C(C(=C1)C)C1=CN=CN=N1)NC(=O)N1C2CC(CC1C2)C N-[2-fluoro-4-methyl-5-(1,2,4-triazin-6-yl)phenyl]-3-methyl-6-azabicyclo[3.1.1]heptane-6-carboxamide